C(=C)C1=CC=2N(C=C1)N=CC2 5-ethenylpyrazolo[1,5-a]pyridine